C(CCC)OC(N(CCC1=CC=CC=C1)CCCBr)=O.C1NOCCC2=C1C=CC(=C2)NC(C)=O N-(1,2,4,5-tetrahydrobenzo[d]oxazepin-7-yl)acetamide butyl-(3-bromopropyl)(phenethyl)carbamate